CS(=O)(=O)OCCCN1C2=C(N(C([C@H](CC1)NC1=NC(=CC(=C1C#N)C(F)(F)F)C)=O)C)C=CC=C2F (S)-3-(4-((3-cyano-6-methyl-4-(trifluoromethyl)pyridin-2-yl)amino)-10-fluoro-6-methyl-5-oxo-3,4,5,6-tetrahydrobenzo[b][1,4]diazocin-1(2H)-yl)propyl methanesulfonate